5-{2-amino-[1,2,4]triazolo[1,5-a]pyridin-7-yl}-2-methyl-N-{[3-(trifluoromethoxy)phenyl]methyl}pyridine-3-carboxamide NC1=NN2C(C=C(C=C2)C=2C=C(C(=NC2)C)C(=O)NCC2=CC(=CC=C2)OC(F)(F)F)=N1